(S)-1-(4-(6-(trifluoromethyl)imidazo[1,2-a]pyridin-3-yl)pyrimidin-2-yl)piperidine-3-carboxamide FC(C=1C=CC=2N(C1)C(=CN2)C2=NC(=NC=C2)N2C[C@H](CCC2)C(=O)N)(F)F